3-(5-cyclopropoxy-pyridin-2-yl)-N-(3-isopropylpyridin-2-yl)-1,2,4-thiadiazol-5-amine C1(CC1)OC=1C=CC(=NC1)C1=NSC(=N1)NC1=NC=CC=C1C(C)C